3-n-hexyl-5-(trifluoromethyl)isoxazole C(CCCCC)C1=NOC(=C1)C(F)(F)F